2-(4-chlorobenzyl)-3-(4-chlorophenyl)isoindolin-1-one ClC1=CC=C(CN2C(C3=CC=CC=C3C2C2=CC=C(C=C2)Cl)=O)C=C1